C1(CC1)C(=O)N1CCCC2=CC(=CC=C12)C(C(=O)NC1=CC=C(C=C1)F)C 2-[1-(Cyclopropancarbonyl)-1,2,3,4-tetrahydrochinolin-6-yl]-N-(4-fluorophenyl)propanamid